[Si](C1=CC=CC=C1)(C1=CC=CC=C1)(C(C)(C)C)OCC[C@H](CCC)NC=1C2=C(N=C(N1)NC(OC)=O)C=NN2CC=2C=CC(=C1C=CC=NC21)CN2CC(C2)OC methyl (S)-(7-((1-((tert-butyldiphenylsilyl)oxy)hexan-3-yl)amino)-1-((5-((3-methoxyazetidin-1-yl)methyl)-quinolin-8-yl)methyl)-1H-pyrazolo[4,3-d]pyrimidin-5-yl)carbamate